NC12CC(C1)(C2)NC(=O)C2=CC(=CC=1N(C=NC12)CC(F)(F)F)C#CCNC1=C(C=C(C=C1)C(NC)=O)OC N-(3-amino-1-bicyclo[1.1.1]pentanyl)-6-[3-[2-methoxy-4-(methylcarbamoyl)anilino]prop-1-ynyl]-1-(2,2,2-trifluoroethyl)benzimidazole-4-carboxamide